C[Si](CCOCN1C=CC2=C1N=CN=C2N2CC1(CCN1C(=O)OC(C)(C)C)CCC2)(C)C tert-butyl 6-(7-((2-(trimethylsilyl) ethoxy) methyl)-7H-pyrrolo[2,3-d]pyrimidin-4-yl)-1,6-diazaspiro[3.5]nonane-1-carboxylate